(2-(4-hydroxypiperidin-1-yl)pyrimidin-5-yl)boronic acid OC1CCN(CC1)C1=NC=C(C=N1)B(O)O